1-(2-aminoethyl)-N-Boc-piperidine-4-amine NCCN1CCC(CC1)NC(=O)OC(C)(C)C